1-(benzenesulfonyl)-5-(4-fluorophenyl)-6-tetrahydropyran-4-yl-pyrrolo[2,3-f]indazole C1(=CC=CC=C1)S(=O)(=O)N1N=CC2=CC3=C(C=C12)C=C(N3C3=CC=C(C=C3)F)C3CCOCC3